N-(2-(5-bromo-6-methylpyrazin-2-yl)propan-2-yl)-2-chloroacetamide BrC=1N=CC(=NC1C)C(C)(C)NC(CCl)=O